CC1=C(OC2=C(C=C(C=C2C1=O)C)C(C)NC1=C(C(=O)OC(C)(C)C)C=CC=C1)C1=NN(C2=CC=CC=C12)C tert-Butyl 2-[1-[3,6-dimethyl-2-(1-methylindazol-3-yl)-4-oxo-chromen-8-yl]ethylamino]benzoate